OB1OC(C2=C1C=C(C=C2)C(=O)N[C@H](C(=O)O)CNC(=O)C=2C=CC1=C(B(OC1(C)C)O)C2)(C)C (S)-2,3-bis(1-hydroxy-3,3-dimethyl-1,3-dihydrobenzo[c][1,2]oxaborole-6-carboxamido)propanoic acid